(S)-2-amino-3-(4'-isopropoxy-3'-(trifluoromethyl)-[1,1'-biphenyl]-3-yl)propionic acid N[C@H](C(=O)O)CC=1C=C(C=CC1)C1=CC(=C(C=C1)OC(C)C)C(F)(F)F